hexacosyl n-hexanoate C(CCCCC)(=O)OCCCCCCCCCCCCCCCCCCCCCCCCCC